1-ethyl-N1-(2-fluoro-4,6-dinitrophenyl)-N2,N2-dimethylethane-1,2-diamine C(C)C(CN(C)C)NC1=C(C=C(C=C1[N+](=O)[O-])[N+](=O)[O-])F